aminoxanthate NOC(=S)[S-]